7-(4-chlorobenzyl)-8-(2,3-difluorophenoxy)-3-ethyl-1-(3-hydroxypropyl)-1H-purine-2,6(3H,7H)-dione ClC1=CC=C(CN2C(=NC=3N(C(N(C(C23)=O)CCCO)=O)CC)OC2=C(C(=CC=C2)F)F)C=C1